4-amino-N-(5-(thiophen-2-yl)benzo[d]oxazol-2-yl)-1H-pyrazolo[3,4-d]pyrimidine-3-carboxamide NC1=C2C(=NC=N1)NN=C2C(=O)NC=2OC1=C(N2)C=C(C=C1)C=1SC=CC1